FC1(CN(C2(C1O)CCCC2)C(C(=O)NCC)=O)F 2-(3,3-difluoro-4-hydroxy-1-azaspiro[4.4]nonan-1-yl)-N-ethyl-2-oxoacetamide